N-(7-methylquinazolin-4-yl)-O-(3-(2-(5,6,7,8-tetrahydro-1,8-naphthyridin-2-yl)ethyl)cyclobutyl)homoserine CC1=CC=C2C(=NC=NC2=C1)N[C@@H](CCOC1CC(C1)CCC1=NC=2NCCCC2C=C1)C(=O)O